(R or S)-2-chloro-4-(1,4-dioxan-2-yl)-6-(methylsulfonyl)pyridineacetyl Azide Cl[C@]1(NC(=CC(=C1)C1OCCOC1)S(=O)(=O)C)CC(=O)N=[N+]=[N-] |o1:1|